rel-(2r,3s,5r)-4-[[3-(4-fluoro-2-methoxy-phenyl)-5-methyl-5-(trifluoromethyl)tetrahydrofuran-2-carbonyl]amino]pyridine-2-carboxamide FC1=CC(=C(C=C1)[C@H]1[C@@H](O[C@](C1)(C(F)(F)F)C)C(=O)NC1=CC(=NC=C1)C(=O)N)OC |o1:7,8,10|